[bis(trimethylsilyl)amino]cobalt C[Si](C)(C)N([Si](C)(C)C)[Co]